C1=CC=CC=2C3=CC=CC=C3C(C12)COC(=O)N([C@H](C)C(=O)N([C@H](C)C(=O)O)S(=O)(=O)O)S(=O)(=O)O ((((9H-Fluoren-9-yl)methoxy)carbonyl)(sulfo)-D-alanyl)(sulfo)-D-alanine